2-((6-bromo-2-(3-(tert-butyl)phenyl)-1H-indol-5-yl)oxy)acetic acid BrC1=C(C=C2C=C(NC2=C1)C1=CC(=CC=C1)C(C)(C)C)OCC(=O)O